N-(3-(8-methoxy-2-((2-methoxy-4-morpholinophenyl)amino)pyrido[3,4-d]pyrimidin-6-yl)-4-methylphenyl)-3-(trifluoromethyl)benzamide COC1=NC(=CC2=C1N=C(N=C2)NC2=C(C=C(C=C2)N2CCOCC2)OC)C=2C=C(C=CC2C)NC(C2=CC(=CC=C2)C(F)(F)F)=O